C1OCC12NCCNC2 2-oxa-5,8-diazaspiro[3.5]nonane